(4-((2-(dimethylamino)ethyl)(methyl)amino)phenyl)methanone CN(CCN(C1=CC=C(C=C1)C=O)C)C